N-(9-fluorenylmethoxycarbonyl)-L-glutamic acid-5-tertiary butyl ester C(C)(C)(C)OC(CC[C@H](NC(=O)OCC1C2=CC=CC=C2C=2C=CC=CC12)C(=O)O)=O